FC1=CC2=C(N(C=N2)[C@@H]2C[C@@H](CCC2)N)C(=C1)C (1R,3S)-3-(5-fluoro-7-methyl-1H-benzo[d]imidazol-1-yl)cyclohexan-1-amine